CC=1N=C2N(C=C(C=C2C#N)C2=CC3=C(C=N2)N=C(S3)N(C3CC2CCCC(C3)N2C)C)C1 2-Methyl-6-{2-[methyl-(9-methyl-9-azabicyclo[3.3.1]non-3-yl)amino][1,3]thiazolo[4,5-c]pyridin-6-yl}imidazo[1,2-a]pyridin-8-carbonitril